C1(=CC(=CC(=C1)C(=O)N)C(=O)N)C(=O)N benzene-1,3,5-triamide